CN1N=CC(=C1C=1C=CC(=NC1)NC(C(C1CCC(CC1)C(F)(F)F)NC(=O)C=1C(=NOC1)CC)=O)C N-(2-((5-(1,4-dimethyl-1H-pyrazol-5-yl)pyridin-2-yl)amino)-2-oxo-1-((1r,4r)-4-(trifluoromethyl)cyclohexyl)ethyl)-3-ethylisoxazole-4-carboxamide